(benzo[d]thiazole-2-yl)-6-(2-(benzo[d]thiazole-2-yl)-4-methoxyphenoxy)-3-(4-chloro-1H-pyrazol-1-yl)-4-methoxyphenol S1C(=NC2=C1C=CC=C2)C2=C(C(=CC(=C2N2N=CC(=C2)Cl)OC)OC2=C(C=C(C=C2)OC)C=2SC1=C(N2)C=CC=C1)O